4-(trifluoromethyl)cyclohexanecarbaldehyde FC(C1CCC(CC1)C=O)(F)F